C(CC)OC(=O)C1(CCC(CC1)=O)NC(CC1=C(C=C(C=C1C)Cl)C)=O n-Propyl-1-[2-(4-chloro-2,6-dimethylphenyl)acetamido]-4-oxocyclohexanecarboxylate